5-[(2-amino-3-fluoropyridin-4-yl) methyl]-2-(2-fluoro-4-iodoanilino)-1-methyl-6-oxopyridine-3-Formate hydrochloride Cl.NC1=NC=CC(=C1F)CC1=CC(=C(N(C1=O)C)NC1=C(C=C(C=C1)I)F)C(=O)O